3,5-dihydroxymethylstyrenediglycidyl ether Bicarbonate C(O)(O)=O.OCC=1C=C(C=C2C3C(COCC4C2O4)O3)C=C(C1)CO